ClC1=C2CCC(C2=CC=C1)=CC(C)(S(=O)N)C (4-chloro-2,3-dihydro-1H-inden-1-ylidene)-2-methylpropane-2-sulfinamide